Methyl 5-((1-(tert-butoxycarbonyl)azetidin-3-yl)oxy)-6-methylpicolinate C(C)(C)(C)OC(=O)N1CC(C1)OC=1C=CC(=NC1C)C(=O)OC